O1C2=C(OCC1)C=C(C=C2)CC(=O)O (2,3-dihydrobenzo[b][1,4]dioxin-6-yl)acetic acid